Heptadecyl ((((2R,3S,5R)-5-(6-amino-2-fluoro-9H-purin-9-yl)-2-ethynyl-3-hydroxytetrahydrofuran-2-yl)methoxy)(phenoxy)phosphoryl)-L-alaninate NC1=C2N=CN(C2=NC(=N1)F)[C@H]1C[C@@H]([C@@](O1)(C#C)COP(=O)(OC1=CC=CC=C1)N[C@@H](C)C(=O)OCCCCCCCCCCCCCCCCC)O